N-(9,12,15-octadecatrienoyl)glutamate C(CCCCCCCC=CCC=CCC=CCC)(=O)N[C@@H](CCC(=O)[O-])C(=O)[O-]